ClC=1C(=NC(=CC1)C1CC1)C 3-Chloro-6-cyclopropyl-2-methyl-pyridine